nickel-copper-manganese salt [Mn].[Cu].[Ni]